COC1=CC2=C(C=3N=C(OC31)C)C=C(S2)C(CCC(=O)OC(C)(C)C)=O tert-butyl 4-(4-methoxy-2-methylthieno[2',3':5,6]benzo[1,2-d]oxazol-7-yl)-4-oxobutanoate